C(C)(=O)N[C@H]1[C@@H](O)O[C@@H]([C@H]([C@@H]1O)O)CO 2-acetamido-2-deoxy-α-D-glucopyranose